O=C1CC=NC(=N1)O 6-oxo-5,6-dihydropyrimidol